N-[4-(2-amino-5-methyl-1,3-thiazol-4-yl)-2-fluorophenyl]acetamide NC=1SC(=C(N1)C1=CC(=C(C=C1)NC(C)=O)F)C